C(C)NC=1N=CC2=C(N1)NC=C2C=2C=C1C(CNC(C1=CC2)=O)(C)C 6-(2-(ethylamino)-7H-pyrrolo[2,3-d]pyrimidin-5-yl)-4,4-dimethyl-3,4-dihydroisoquinolin-1(2H)-one